(2R,4R)-N-{3-[2-(4-chloro-3-fluorophenoxy)acetamido]bicyclo[1.1.1]pent-1-yl}-6,7-difluoro-4-hydroxy-3,4-dihydro-2H-1-benzopyran-2-carboxamide ClC1=C(C=C(OCC(=O)NC23CC(C2)(C3)NC(=O)[C@@H]3OC2=C([C@@H](C3)O)C=C(C(=C2)F)F)C=C1)F